(Trans)-3-(3-(5-fluoro-2-(((3S,4S)-4-fluoropiperidin-3-yl)amino)pyrimidin-4-yl)-7-methoxyimidazo[1,2-b]pyridazin-6-yl)cyclobutan-1-ol FC=1C(=NC(=NC1)N[C@H]1CNCC[C@@H]1F)C1=CN=C2N1N=C(C(=C2)OC)[C@@H]2C[C@H](C2)O